SC1CCN(CCC1)C(=O)OCCCC butyl 4-mercaptoazepane-1-carboxylate